O=C1NC(CCC1N1C(C2=CC=C(C=C2C1=O)NCCCCC1(CC1)N1CCC(CC1)N1N=CC(=C1)C1=NC2=CC=CC=C2N=C1)=O)=O 2-(2,6-dioxopiperidin-3-yl)-5-((4-(1-(4-(4-(quinoxalin-2-yl)-1H-pyrazol-1-yl)piperidin-1-yl)cyclopropyl)butyl)amino)isoindoline-1,3-dione